zinc (II) bis(8-quinolinol) N1=CC=CC2=CC=CC(=C12)O.N1=CC=CC2=CC=CC(=C12)O.[Zn+2]